C1(=CC=CC2=CC=CC=C12)C1=C(N)C=CC=C1 2-(1-naphthyl)-aniline